CC(C)(C(C)C)N[C@H]1CN(CC1)C1=CC=C(N=N1)C1=CC2=C(N=C(O2)C)C=C1O 6-{6-[(3R)-3-[(2,3-dimethylbutan-2-yl)amino]pyrrolidin-1-yl]pyridazin-3-yl}-2-methyl-1,3-benzoxazol-5-ol